C(#N)C1=CNC2=C(C=CC(=C12)F)NS(=O)(=O)C=1C=NN(C1)C(CO)(C)F N-(3-Cyano-4-fluoro-1H-indol-7-yl)-1-(1-fluoro-2-hydroxy-1-methylethyl)pyrazol-4-sulfonamid